C(C)(C)(C)OC(=O)N(C1=CC2=C(C(N(CC23CC3)CC(=O)OCC)=O)S1)C ethyl 2-[2-[tert-butoxycarbonyl(methyl)amino]-7-oxo-spiro[5H-thieno[2,3-c]pyridine-4,1'-cyclopropane]-6-yl]acetate